8-((2S,5s)-4-((3-cyclopropyl-1,2,4-oxadiazol-5-yl)(4-fluorophenyl)methyl)-5-(methoxymethyl)-2-methylpiperazin-1-yl)-5-methyl-6-oxo-5,6-dihydro-1,5-naphthyridine-2-carbonitrile C1(CC1)C1=NOC(=N1)C(N1C[C@@H](N(C[C@H]1COC)C1=CC(N(C=2C=CC(=NC12)C#N)C)=O)C)C1=CC=C(C=C1)F